C(CCC(=O)O)(=O)O.N[C@@H](CCCNC(N)=N)C(=O)O (L-arginine) succinate